C1(=CC=CC=2C3=CC=CC=C3NC12)C#N carbazole-1-carbonitrile